C(#N)C(C(=O)OCC(C)C)=CC1=CC=CC=C1 isobutyl α-cyanocinnamate